(3,5-difluorophenyl)(4-(((1r,4r)-4-(hydroxymethyl)cyclohexyl)amino)-2-((4-morpholinophenyl)amino)-7H-pyrrolo[2,3-d]pyrimidine-5-yl)methanone FC=1C=C(C=C(C1)F)C(=O)C1=CNC=2N=C(N=C(C21)NC2CCC(CC2)CO)NC2=CC=C(C=C2)N2CCOCC2